6-chloro-5-methoxy-1-methyl-3-(1H-pyrazol-4-yl)-2-(3-(trifluoromethyl)-1H-1,2,4-triazol-5-yl)-1H-indole ClC1=C(C=C2C(=C(N(C2=C1)C)C1=NC(=NN1)C(F)(F)F)C=1C=NNC1)OC